2'-methoxy-guanosine 3'-phosphate P(=O)(O)(O)O[C@H]1[C@]([C@@H](O[C@@H]1CO)N1C=NC=2C(=O)NC(N)=NC12)(O)OC